C1(CCCCCC1)C(=O)OC(CSCCCCCC(CCCCCSCC(CCCCCC)OC(=O)C1CCCCCC1)N(C)CCCCO[Si](C1=CC=CC=C1)(C1=CC=CC=C1)C(C)(C)C)CCCCCC ((6-((4-tert-butyl diphenylsilyloxy-butyl)(methyl)amino)undecane-1,11-diyl)bis(sulfanediyl))bis-(octane-1,2-diyl) dicycloheptane-carboxylate